BrC1=CC=C(O1)\C=N/O (Z)-5-bromofuran-2-carbaldehyde oxime